1H-benzimidazole-6-carboxylic acid methyl ester COC(=O)C=1C=CC2=C(NC=N2)C1